C(C)(C)(C)OC(=O)N[C@H](C(=O)OCC#N)CC1=CC=C(C2=NSN=C21)C#N cyanomethyl (S)-2-((tert-butoxy-carbonyl)amino)-3-(7-cyanobenzo[c][1,2,5]thiadiazol-4-yl)propanoate